((1R,4R,7R)-7-amino-2-azabicyclo[2.2.1]hept-2-yl)(2-(1-(cyclopropylmethyl)-6,7,8,9-tetrahydro-1H-pyrrolo[2,3-f]quinolin-2-yl)-7-fluoro-1-methyl-1H-benzo[d]imidazol-5-yl)methanone N[C@H]1[C@@H]2N(C[C@H]1CC2)C(=O)C2=CC1=C(N(C(=N1)C1=CC=3C(=C4CCCNC4=CC3)N1CC1CC1)C)C(=C2)F